1,10-di(2-ethylhexyl) sebacate C(CCCCCCCCC(=O)OCC(CCCC)CC)(=O)OCC(CCCC)CC